COC(=O)C=1N=C(SC1C=1COCC1)NC(=O)OC(C)(C)C 2-((tert-butoxycarbonyl)amino)-5-(2,5-dihydrofuran-3-yl)thiazole-4-Carboxylic acid methyl ester